N-[4-fluoro-5-[2-[rac-(2R)-2-methylmorpholin-4-yl]pyrimidin-5-yl]-2-[rac-(3R,5S)-3,4,5-trimethylpiperazin-1-yl]phenyl]-1-methyl-6-oxo-4-(trifluoromethyl)pyridine-3-carboxamide FC1=CC(=C(C=C1C=1C=NC(=NC1)N1C[C@H](OCC1)C)NC(=O)C1=CN(C(C=C1C(F)(F)F)=O)C)N1C[C@H](N([C@H](C1)C)C)C |r|